6-(Azetidin-1-yl)-N-(5-tert-butyl-2,3-dimethylbenzene-1-sulfonyl)-4-fluoro-1-benzofuran-2-carboxamide N1(CCC1)C1=CC2=C(C=C(O2)C(=O)NS(=O)(=O)C2=C(C(=CC(=C2)C(C)(C)C)C)C)C(=C1)F